5-([1,1'-biphenyl]-4-yl)-4-amino-2-methyl-2-pentenoic acid ethyl ester C(C)OC(C(=CC(CC1=CC=C(C=C1)C1=CC=CC=C1)N)C)=O